lanthanum-hafnium-zirconium [Zr].[Hf].[La]